5-bromo-7-chloro-8-fluoro-2-(((2R,7aS)-2-fluorotetrahydro-1H-pyrrolizin-7a-yl)methoxy)-4-methoxypyrido[4,3-d]pyrimidine BrC1=NC(=C(C=2N=C(N=C(C21)OC)OC[C@]21CCCN1C[C@@H](C2)F)F)Cl